CN\\1C2=CC=CC=C2S/C1=C\\C=C/C3=CC=[N+](C4=CC=CC=C34)CCC[N+](C)(C)C.[I-].[I-] The molecule is an unsymmetrical C3 cyanine dye having benzothiazolium-2-yl and quinolinium-4-yl substituents. It has a role as a fluorochrome. It is an organic iodide salt and a cyanine dye. It contains a To-Pro-3(2+).